C(C)OC(=O)C1(CC1)C1=NC=C(N=C1)Cl 1-(5-chloropyrazin-2-yl)cyclopropane-1-carboxylic acid ethyl ester